FC=1C=C2C3=C(NC2=C(C1)NC)N=CC(=C3N3CCN(CC3)C)C=3C=C1C(C(=CN(C1=NC3)C)C(=O)O)=O 6-[6-fluoro-8-(methylamino)-4-(4-methylpiperazin-1-yl)-9H-pyrido[2,3-b]indol-3-yl]-1-methyl-4-oxo-1,8-naphthyridine-3-carboxylic acid